4-(3-bromo-1-((2-(trimethylsilyl)ethoxy)methyl)-1H-pyrazol-5-yl)pyridine BrC1=NN(C(=C1)C1=CC=NC=C1)COCC[Si](C)(C)C